N-(2,2-Diphenylethyl)-N-[2-(2-hydroxyethylamino)-2-oxo-ethyl]prop-2-ynamide C1(=CC=CC=C1)C(CN(C(C#C)=O)CC(=O)NCCO)C1=CC=CC=C1